3-((5-chloro-4-(1-(4-fluorophenyl)-1H-pyrazol-4-yl)pyrimidin-2-yl)amino)-N-methylcyclobutane-1-carboxamide ClC=1C(=NC(=NC1)NC1CC(C1)C(=O)NC)C=1C=NN(C1)C1=CC=C(C=C1)F